ClC=1C=CC(=C(C1)C#CC=1C(=CC(=NC1)C(=O)O)OC)NS(=O)(=O)C1=CC=C(C=C1)OC 5-[5-Chloro-2-(4-methoxy-benzenesulfonylamino)-phenylethynyl]-4-methoxy-pyridine-2-carboxylic acid